(2-((R)-4-Cyanothiazolidin-3-yl)-2-oxoethyl)-6-((RS)-1-hydroxyethyl)quinoline-4-carboxamide C(#N)[C@H]1N(CSC1)C(CC1=NC2=CC=C(C=C2C(=C1)C(=O)N)[C@@H](C)O)=O |&1:22|